trans-tert-Butyl (3-(2-chloro-5-(2,2-dichloro-3-(3,5-dichlorophenyl)cyclopropane-1-carboxamido)benzamido)phenyl)carbamate ClC1=C(C(=O)NC=2C=C(C=CC2)NC(OC(C)(C)C)=O)C=C(C=C1)NC(=O)[C@@H]1C([C@H]1C1=CC(=CC(=C1)Cl)Cl)(Cl)Cl